N-[4-[2-ethyl-4-(3-methylphenyl)-1,3-thiazol-5-yl]-2-pyridinyl]-3-(4-methoxyphenyl)propanamide C(C)C=1SC(=C(N1)C1=CC(=CC=C1)C)C1=CC(=NC=C1)NC(CCC1=CC=C(C=C1)OC)=O